[N+](=O)([O-])C=1C=C(C=CC1)C1=CN=C(N1)C1NCCCC1 2-(5-(3-nitrophenyl)-1H-imidazol-2-yl)piperidin